(2,6-dichlorophenyl)-N-[6-(3,4-difluorophenylamino)pyridazin-4-yl]acetamide ClC1=C(C(=CC=C1)Cl)CC(=O)NC1=CN=NC(=C1)NC1=CC(=C(C=C1)F)F